N-cyano-cis-4-[(3,5-dichloro-2-pyridyl)oxy]-2'-oxo-spiro[cyclohexane-1,3'-indoline]-5'-carboxamide C(#N)NC(=O)C=1C=C2C3(C(NC2=CC1)=O)CCC(CC3)OC3=NC=C(C=C3Cl)Cl